N-(benzyl)benzothiazin-4-one C(C1=CC=CC=C1)N1SC2=C(C(C1)=O)C=CC=C2